2,3-dihydroxypropan-1-yl stearate C(CCCCCCCCCCCCCCCCC)(=O)OCC(CO)O